4-((8-methyl-2,3-dihydro-1H-pyrido[2,3-b][1,4]oxazin-7-yl)amino)-2-oxo-N-(4-(4-(pyridin-3-yl)piperazin-1-yl)phenyl)-1,2-dihydropyridine-3-carboxamide CC1=C(C=NC=2OCCNC21)NC2=C(C(NC=C2)=O)C(=O)NC2=CC=C(C=C2)N2CCN(CC2)C=2C=NC=CC2